5-((S)-5-methyl-3,4,5,6-tetrahydropyridin-2-yl)-2-(tetrahydrofuran-3-yl)benzo[d]thiazole C[C@H]1CCC(=NC1)C=1C=CC2=C(N=C(S2)C2COCC2)C1